C[Si](C#CC1(COC1)C)(C)C trimethyl-((3-Methyloxetan-3-yl)ethynyl)silane